O=C(/C=C/C=1C=C(N(C1)C(=O)OC(C)(C)C)C(=O)OC)C 1-(Tert-butyl) 2-methyl (E)-4-(3-oxobut-1-en-1-yl)-1H-pyrrole-1,2-dicarboxylate